18-methyl-eicosanol CC(CCCCCCCCCCCCCCCCCO)CC